1-methyl-4-{1-methyl-4-[3-methyl-1-(3,3,3-trifluoropropyl)-1H-pyrazol-5-yl]-1H-imidazol-2-yl}-1H-pyrazolo[4,3-c]pyridine-6-carboxamide CN1N=CC=2C(=NC(=CC21)C(=O)N)C=2N(C=C(N2)C2=CC(=NN2CCC(F)(F)F)C)C